FC=1C=NC2=CC=CC=C2C1COC1=CC=CC(=N1)C1CCN(CC1)CC1=NC2=C(N1C[C@H]1OCC1)C=C(C=C2)C(=O)[O-] (S)-2-((4-(6-((3-fluoroquinolin-4-yl)methoxy) Pyridin-2-yl)piperidin-1-yl)methyl)-1-(oxetan-2-ylmethyl)-1H-benzo[d]imidazole-6-carboxylate